4-(3-(benzyloxy)pyridin-2-yl)-N-(3-chloro-5-(methylsulfonyl)phenyl)thiophene-2-carboxamide C(C1=CC=CC=C1)OC=1C(=NC=CC1)C=1C=C(SC1)C(=O)NC1=CC(=CC(=C1)S(=O)(=O)C)Cl